4-{2,8-dimethylimidazo[1,2-b]pyridazin-6-yl}-2-methyl-N-(piperidin-4-yl)-1-benzofuran-7-carboxamide CC=1N=C2N(N=C(C=C2C)C2=CC=C(C3=C2C=C(O3)C)C(=O)NC3CCNCC3)C1